7-[(3-bromo-4-fluoro-phenyl)methyl]-2-methyl-2,7-diazaspiro[3.5]nonane BrC=1C=C(C=CC1F)CN1CCC2(CN(C2)C)CC1